2-Methyl-5-((1-methylazetidin-2-yl)methoxy)-N-(1-(3-propoxynaphthalen-1-yl)cyclopropyl)benzamide CC1=C(C(=O)NC2(CC2)C2=CC(=CC3=CC=CC=C23)OCCC)C=C(C=C1)OCC1N(CC1)C